(2S,3R)-tert-butyl-2-(((S)-1-methoxy-1-oxo-3-((S)-2-oxopyrrolidin-3-yl)propan-2-yl) carbamoyl)-3-phenylpyrrolidine-1-carboxylate C(C)(C)(C)OC(=O)N1[C@@H]([C@H](CC1)C1=CC=CC=C1)C(N[C@H](C(=O)OC)C[C@H]1C(NCC1)=O)=O